ClC1=CC2=C(S1)C1(CC(NCC1)C#C)OCC2 2-chloro-2'-ethynyl-spiro[4,5-dihydrothieno[2,3-c]pyran-7,4'-piperidine]